N-(5-((6-(3-(3-(3,3-dimethylbut-1-yn-1-yl)phenyl)-isoxazolidin-2-yl)-pyrimidin-4-yl)-amino)-4-meth-oxy-2-(4-methyl-piperazin-1-yl)-phenyl)acrylamide CC(C#CC=1C=C(C=CC1)C1N(OCC1)C1=CC(=NC=N1)NC=1C(=CC(=C(C1)NC(C=C)=O)N1CCN(CC1)C)OC)(C)C